tert-butyl 2-(2-{4-[4-(4,4,5,5-tetramethyl-1,3,2-dioxaborolan-2-yl)-1H-pyrazol-1-yl]piperidin-1-yl}ethoxy)acetate CC1(OB(OC1(C)C)C=1C=NN(C1)C1CCN(CC1)CCOCC(=O)OC(C)(C)C)C